(2S)-2-[(4S)-4-amino-5-methoxy-5-oxopentanoylamino]glutaric acid 1,5-diethyl ester hydrochloride Cl.C(C)OC([C@H](CCC(=O)OCC)NC(CC[C@@H](C(=O)OC)N)=O)=O